(2S)-(N-[4-amino-5-[4-[2-amino-(1R)-methyl-2-oxo-ethoxy]benzoyl]thiazol-2-yl]anilino)propanamide NC=1N=C(SC1C(C1=CC=C(C=C1)O[C@@H](C(=O)N)C)=O)N(C1=CC=CC=C1)[C@H](C(=O)N)C